C(C1=CC=CC=C1)(=O)OC(CC1CCN(CC1)C(\C=C\OCC)=O)([2H])[2H] (E)-2-(1-(3-ethoxyacryloyl)piperidin-4-yl)ethyl-1,1-d2 benzoate